2-Oxo-2-[rac-(2R,5S)-2-(2,5-dimethylpyrazol-3-yl)-5-methyl-1-piperidyl]acetamide O=C(C(=O)N)N1[C@H](CC[C@@H](C1)C)C=1N(N=C(C1)C)C |r|